4-methyl-3-(methylsulfonyl)-N-((4-(1-phenyl-1H-pyrazol-4-yl)pyridin-2-yl)methyl)benzamide CC1=C(C=C(C(=O)NCC2=NC=CC(=C2)C=2C=NN(C2)C2=CC=CC=C2)C=C1)S(=O)(=O)C